COC1=C(C(=CC=C1)OC)C1=CC=2C(=CN=C(C2)NC(=O)NCCN2CCN(CC2)C(=O)OC(C)(C)C)N1C tert-butyl 4-[2-([[2-(2,6-dimethoxyphenyl)-1-methylpyrrolo[2,3-c]pyridin-5-yl]carbamoyl]amino)ethyl]piperazine-1-carboxylate